NC1=CC=C(CNC(CC2=CC=3NC4=CC(=CC=C4C3C=C2)Cl)=O)C=C1 N-(4-aminobenzyl)-2-(7-chloro-9H-carbazol-2-yl)acetamide